FC=1C(=CC=2C3=C(N=C(C2C1)OC)COC[C@H]3N(C(=O)C=3NC1=CC(=C(C=C1C3)F)F)C)F (S)-N-(8,9-Difluoro-6-methoxy-1,4-dihydro-2H-pyrano[3,4-c]isoquinolin-1-yl)-5,6-difluoro-N-methyl-1H-indole-2-carboxamide